C(C)OC(C=NO)=O hydroxyimino-acetic acid ethyl ester